methyl methacrylate decyl-methacrylate Isopropyl-(((2-((tert-butoxycarbonyl)amino)ethyl)thio)(ethoxy)phosphoryl)-L-alaninate C(C)(C)N([C@@H](C)C(=O)O)P(=O)(OCC)SCCNC(=O)OC(C)(C)C.C(CCCCCCCCC)OC(C(=C)C)=O.C(C(=C)C)(=O)OC